CC1=C(C(NC(=C1)C)=O)CNC(=O)C=1C=2C(=CN(C2C=C(C1)C=1C=NC(=CC1)N1CCN(CC1)C)C(C)C)C N-[(4,6-dimethyl-2-oxo-1H-pyridin-3-yl)methyl]-3-methyl-6-[6-(4-methylpiperazin-1-yl)pyridin-3-yl]-1-propan-2-yl-indole-4-carboxamide